N-({3-[(tert-butyldimethylsilyl)oxy]phenyl}methyl)-6-[(2R)-2-[5-fluoro-2-(methylsulfanyl)phenyl]pyrrolidin-1-yl]imidazo[1,2-b]pyridazine-3-carboxamide [Si](C)(C)(C(C)(C)C)OC=1C=C(C=CC1)CNC(=O)C1=CN=C2N1N=C(C=C2)N2[C@H](CCC2)C2=C(C=CC(=C2)F)SC